ClC=1C=C(OC2=C(C=C(C=C2)NC(CC2=CC(=CC=C2)C#N)=O)S(N)(=O)=O)C=CC1 N-[4-(3-chlorophenoxy)-3-sulfamoylphenyl]-2-(3-cyanophenyl)acetamide